1-cyclopentyl-N-(4-(2-(((1r,4r)-4-(dimethyl-amino)cyclohexyl)-amino)-8-isopropyl-7-oxo-7,8-dihydropyrido-[2,3-d]pyrimidin-6-yl)-2-fluorophenyl)-methanesulfonamide C1(CCCC1)CS(=O)(=O)NC1=C(C=C(C=C1)C1=CC2=C(N=C(N=C2)NC2CCC(CC2)N(C)C)N(C1=O)C(C)C)F